[B].C1(CC1)COC1CC(C1)C(=O)NC1=CC(=C(C=C1)OC=1C=NC(=NC1)N1CCOCC1)C 3-(cyclopropylmethoxy)-N-(3-methyl-4-((2-morpholino-pyrimidin-5-yl)oxy)phenyl)cyclobutane-1-carboxamide boron